COC1=CC2=C(C=3C=COC31)C=C(S2)C(CCC(=O)O)=O 4-(4-methoxythieno[3,2-e]benzofuran-7-yl)-4-oxobutanoic acid